2-(2-((2-propyloctyl)oxy)ethoxy)ethane-1-ol C(CC)C(COCCOCCO)CCCCCC